5-chloro-3-(difluoromethyl)-2-(1-methyl-1H-pyrazol-4-yl)-1,8-naphthyridine ClC1=C2C=C(C(=NC2=NC=C1)C=1C=NN(C1)C)C(F)F